C(=CCCCCCC)P(O)(=O)C1CCCCC1 octenyl-cyclohexyl-phosphinic acid